(E)-N-(3-fluoro-2-methylphenyl)-3-(2-oxo-2,3-dihydrobenzo[d]oxazol-5-yl)acrylamide FC=1C(=C(C=CC1)NC(\C=C\C=1C=CC2=C(NC(O2)=O)C1)=O)C